FC1(CC(CC1)C(C(=O)NC=1SC2=C(N1)C=CC(=C2)F)C2=CC=C(C=C2)C=2N=NN(N2)C)F 2-(3,3-Difluorocyclopentyl)-N-(6-fluorobenzo[d]thiazol-2-yl)-2-(4-(2-methyl-2H-tetrazol-5-yl)phenyl)acetamide